7-methyl-2-((4-methyl-6-(methylsulfinyl)pyridin-3-yl)amino)-9-(tetrahydro-2H-pyran-4-yl)-7,9-dihydro-8H-purin-8-one CN1C(N(C2=NC(=NC=C12)NC=1C=NC(=CC1C)S(=O)C)C1CCOCC1)=O